N[C@H]1[C@@H](C1)C1=CC=C(C=C1)NC(C1=CC=C(C=C1)CC(C)C)=O trans-N-(4-(2-aminocyclopropyl)phenyl)-4-isobutylbenzamide